O1C=C(C=C1)CN1C2=C(SCC1=O)C=CC(=C2)C(=O)NC2=CNC1=CC=CC=C21 4-(furan-3-ylmethyl)-N-(1H-indol-3-yl)-3-oxo-3,4-dihydro-2H-benzo[b][1,4]thiazine-6-carboxamide